2-allyl-6-(2-tetrahydrofuryl)-1,2,4-triazine C(C=C)N1NC(=CN=C1)C1OCCC1